tert-butyl (4-(6-chloro-8-fluoro-2-(((S,E)-4-(fluoromethylene)-1,3-dimethylpiperidin-3-yl)methoxy)-4-methoxyquinazolin-7-yl)-3-cyano-5-fluorobenzo[b]thiophen-2-yl)carbamate ClC=1C=C2C(=NC(=NC2=C(C1C1=C(C=CC=2SC(=C(C21)C#N)NC(OC(C)(C)C)=O)F)F)OC[C@@]/2(CN(CC\C2=C/F)C)C)OC